1-bromo-2-(cyclobutylsulfonyl)benzene BrC1=C(C=CC=C1)S(=O)(=O)C1CCC1